C(#N)N1C[C@H](CC1)C(=O)NC=1N=CN(C1)CC1CCOCC1 (S)-1-cyano-N-(1-((tetrahydro-2H-pyran-4-yl)methyl)-1H-imidazol-4-yl)pyrrolidine-3-carboxamide